FC(OC=1C=CC=2N(C1)C(=CN2)C2=CC=CC(=N2)N[C@H]2CNC[C@@H]2C(F)F)F 6-(6-(difluorometh-oxy)imidazo[1,2-a]-pyridin-3-yl)-N-((3R,4S)-4-(difluoro-methyl)pyrrolidin-3-yl)pyridin-2-amine